ClC=1C(=C(C=CC1)C=1C=C(C(=NC1)C(=O)NC=1C=NC(=C(C1)Cl)N1N=CC=N1)C)C 5-(3-chloro-2-methylphenyl)-N-(5-chloro-6-(2H-1,2,3-triazol-2-yl)pyridin-3-yl)-3-methylpicolinamide